N1[C@@H](CCC1)C(=O)O.C(CCC)N1CN(C=C1)C 1-butyl-3-methylimidazole prolinate